C(CCCCCCCCCCC\C=C/CCCCCCCCCCCCCCCCCCCCCC\C=C/CCCCCCCCCCCC(=O)N)(=O)N hexamethylenebiserucic acid amide